1-(4-((3-iodo-5-methyl-1-((2-(trimethylsilyl)ethoxy)methyl)-1H-pyrazolo[4,3-d]pyrimidin-7-yl)amino)piperidin-1-yl)ethan-1-one IC1=NN(C2=C1N=C(N=C2NC2CCN(CC2)C(C)=O)C)COCC[Si](C)(C)C